(R)-8-bromo-1,2-dimethyl-1,2,3,4-tetrahydropyrido[3,4-b]pyrazine BrC1=CN=CC=2NC[C@H](N(C21)C)C